N1(CCNCC1)CC(=O)N1CCCC1 2-piperazin-1-yl-1-pyrrolidin-1-yl-ethanone